CC1=NN2C(C=C(C=C2)NC(=O)C=2C=NN(C2C(F)(F)F)C2=C3C=CNC(C3=CC=C2)=O)=C1Cl N-(2-methyl-3-chloro-pyrazolo[1,5-a]pyridin-5-yl)-1-(1-oxo-1,2-dihydroisoquinolin-5-yl)-5-trifluoromethyl-1H-pyrazole-4-carboxamide